FC[C@H](C(=O)N1CC2(CC2)C[C@H]1C(=O)N[C@@H](C[C@H]1C(NCC1)=O)C(COC(F)(F)F)=O)O (S)-5-((S)-3-fluoro-2-hydroxypropionyl)-N-((S)-3-oxo-1-((S)-2-oxopyrrolidin-3-yl)-4-(trifluoromethoxy)butan-2-yl)-5-azaspiro[2.4]heptane-6-carboxamide